Methyl 4-(7-ethoxy-6-methoxy-1-(2-(5-methoxy-1H-indol-3-yl)ethyl)-1,2,3,4-tetrahydroisoquinoline-2-carbonyl)morpholine-2-carboxylate C(C)OC1=C(C=C2CCN(C(C2=C1)CCC1=CNC2=CC=C(C=C12)OC)C(=O)N1CC(OCC1)C(=O)OC)OC